ClC1=C(C=CC=C1)C=1N=C(SC1)NC(=O)C1=CC=C(C=N1)N1CCN(CC1)C(=O)OC(C)(C)C tert-butyl 4-(6-((4-(2-chlorophenyl)thiazol-2-yl)carbamoyl)pyridin-3-yl)piperazine-1-carboxylate